ClC=1C=C(C=CC1)C=1C=C(C=C2CN(CC12)C#N)NC(=O)[C@H]1CN(CCC1)C (R)-N-(7-(3-chlorophenyl)-2-cyanoisoindolin-5-yl)-1-methylpiperidine-3-carboxamide